[I-].CC1=C2CC[C@@H](CC1)[NH+]2C Methyl-Tropenium Iodide